C(C=C)(=O)N1C[C@@H](N(C[C@H]1C)C1=NC(N2C3=C(C(=C(C=C13)Cl)C1=C(C=C(C=C1)F)F)S(CC2)(=O)=O)=O)C (R)-7-((2S,5R)-4-acryloyl-2,5-dimethylpiperazin-1-yl)-9-chloro-10-(2,4-difluorophenyl)-2,3-dihydro-5H-[1,4]thiazino[2,3,4-ij]quinazolin-5-one 1,1-dioxide